CC(C)(CC(CC)O)O 2-methylhexane-2,4-diol